C(C)(=O)OC1(CCC1)C1=NC=C(C(=C1)C)Br 1-(5-bromo-4-methylpyridin-2-yl)cyclobutyl acetate